(E)-5-chloro-N'-(3,5-dimethoxybenzylidene)pyrazine-2-carbohydrazide ClC=1N=CC(=NC1)C(=O)N/N=C/C1=CC(=CC(=C1)OC)OC